FC1=C(C=2N(N=C1)C=C(N2)C2=CC(=NC=C2)OC)N2CC1CCC(C2)N1C(=O)[C@H]1[C@@H](C1)F (3-(7-fluoro-2-(2-methoxypyridin-4-yl)imidazo[1,2-b]pyridazin-8-yl)-3,8-diazabicyclo[3.2.1]oct-8-yl)((1S,2R)-2-fluorocyclopropyl)methanone